4-Dimethylethoxysilylbutyric acid C[Si](CCCC(=O)O)(OCC)C